FC(C)(F)C1(CC1)C(=O)O (1,1-difluoroethyl)cyclopropane-1-carboxylic acid